C(C1=CC=CC=C1)(=O)C(C(=O)[O-])(CC(C1=CC=CC=C1)=O)C 2-benzoyl-2-methyl-4-oxo-4-phenylbutyrate